(R)-2-methylaziridine-1-carboxylic acid tert-butyl ester C(C)(C)(C)OC(=O)[N@]1C(C1)C